C(C1=CC=CC=C1)OC1=CC(=C(C(=O)OC)C(=C1)OC)OC methyl 4-(benzyloxy)-2,6-dimethoxybenzoate